tert-Butyl 2-[3-Chloro-5-(propan-2-yl)phenyl]acetate ClC=1C=C(C=C(C1)C(C)C)CC(=O)OC(C)(C)C